di-isopropylaminotrimethylsilane C(C)(C)N(C(C)C)[Si](C)(C)C